N1N=CC(=C1)CN (1H-pyrazol-4-yl)methanamine